1-(2-hydroxy-4,6-bis(methoxymethoxy)phenyl)ethan-1-one OC1=C(C(=CC(=C1)OCOC)OCOC)C(C)=O